CC(C(=O)OCC(C)(NC1=NC2=C(N1)C=CC=C2CN2C(SC=C2)=N)C2=CC(=C(C=C2)F)Cl)(C)C 2-(3-chloro-4-fluorophenyl)-2-({4-[(2-imino-2,3-dihydro-1,3-thiazol-3-yl)methyl]-1H-1,3-benzodiazol-2-yl} amino)propyl 2,2-dimethylpropanoate